C(#N)C1=C(C=C(OC2C(C(C2(C)C)NC(=O)C=2C=NC(=NC2)N2CC(C2)CO)(C)C)C=C1)OC N-((1r,3r)-3-(4-cyano-3-methoxyphenoxy)-2,2,4,4-tetramethylcyclobutyl)-2-(3-(hydroxymethyl)azetidin-1-yl)pyrimidine-5-carboxamide